2-hydroxyethyl prop-2-enoate C(C=C)(=O)OCCO